CC1=C(C=CC(=C1)C)C=CC(=O)O 3-(2,4-Dimethylphenyl)acrylic acid